ClC1=NC(=C(C2=C1C=CS2)C2=C(C=C(C=C2)F)OCCOC)C=2C=NN(C2)C2CN(C2)C(C=C)=O 1-[3-[4-[4-chloro-7-[4-fluoro-2-(2-methoxyethoxy)phenyl]thieno[3,2-c]pyridin-6-yl]pyrazol-1-yl]azetidin-1-yl]prop-2-en-1-one